5-({5-[2-(3-aminopropoxy)-4-methoxypyridin-3-yl]-1H-pyrazol-3-yl}amino)pyrazine-2-carbonitrile tosylate S(=O)(=O)(O)C1=CC=C(C)C=C1.NCCCOC1=NC=CC(=C1C1=CC(=NN1)NC=1N=CC(=NC1)C#N)OC